ClC=1C(=C(CN2[C@@H](C[C@@](CC2)(C(=O)O)CC2=NC(=CC(=C2F)C2(CC2)O)NC2=NNC(=C2)C)CC)C(=CC1)F)F (2R,4R)-1-(3-chloro-2,6-difluorobenzyl)-2-ethyl-4-((3-fluoro-4-(1-hydroxycyclopropyl)-6-((5-methyl-1H-pyrazol-3-yl)amino)pyridin-2-yl)methyl)piperidine-4-carboxylic acid